1,3-bis(3-aminopropyl)-1,3-dimethyl-dihydroxydisiloxane NCCC[Si](O[Si](C)(CCCN)O)(C)O